C(CCCCCCCCC)OCCOCCOCCOCCOCCOCCCCCCCCCC pentaethylene glycol didecyl ether